C(CCCCCCCCCCC)[NH-] monolaurylamide